IC1=CC(=C(C=C1C)NC1=CC=C2C(=N1)C(=NN2C)O[C@@H]2CC[C@H](CC2)C(=O)OCCCC)N2CCCC2 butyl (trans)-4-((5-((4-iodo-5-methyl-2-(pyrrolidin-1-yl)phenyl)amino)-1-methyl-1H-pyrazolo[4,3-b]pyridin-3-yl)oxy)cyclohexane-1-carboxylate